COC(=O)C1=CC2=C(N=C(N2C[C@H]2OCC2)CCl)C=C1 2-(chloromethyl)-3-[[(2S)-oxetan-2-yl]methyl]benzimidazole-5-carboxylic acid methyl ester